[Br-].C12CCCC(CCC1)B2CCCCC[PH+](C21CC3CC(CC(C2)C3)C1)C13CC2CC(CC(C1)C2)C3 (5-(9-borabicyclo[3.3.1]nonan-9-yl)pentyl)di(adamantan-1-yl)phosphonium bromide